N-(pyrazin-2-yl)piperidine-4-carboxamide compound with 2,2,2-trifluoroacetaldehyde FC(C=O)(F)F.N1=C(C=NC=C1)NC(=O)C1CCNCC1